5-chloro-4-(cyclopentylmethoxy)-N-((4-((2,4-difluorobenzyl)oxy)phenyl)sulfonyl)-2-fluorobenzamide ClC=1C(=CC(=C(C(=O)NS(=O)(=O)C2=CC=C(C=C2)OCC2=C(C=C(C=C2)F)F)C1)F)OCC1CCCC1